5-((dimethylamino)methyl)-4-(trifluoromethyl)pyridin-2-ol CN(C)CC=1C(=CC(=NC1)O)C(F)(F)F